N-(cis-4-(2-methoxyethoxy)cyclohexyl)-5-(4-methoxyquinazolin-6-yl)pyrrolo[2,1-f][1,2,4]triazin-2-amine COCCO[C@H]1CC[C@H](CC1)NC1=NN2C(C=N1)=C(C=C2)C=2C=C1C(=NC=NC1=CC2)OC